6-bromo-7-(isopropylamino)-2-methyl-quinazolin-4(3H)-one BrC=1C=C2C(NC(=NC2=CC1NC(C)C)C)=O